ClC1=C(C=C(C=C1)N(C(=O)[C@H]1N(C2=CC=CC=C2C1)C1=NC(=CC(=C1)C(F)(F)F)C)C)C (2S)-N-(4-Chloro-3-methylphenyl)-N-methyl-1-[6-methyl-4-(trifluoromethyl)pyridin-2-yl]-2,3-dihydroindole-2-carboxamide